ClCC(CO)O 1-chloro-2,3-propanediol